3-methoxy-5-phenethyloxybenzoic acid COC=1C=C(C(=O)O)C=C(C1)OCCC1=CC=CC=C1